Trans-2,2-dimethyl-3-(3-methyl-4-sulfamoylphenyl)cyclopropanecarboxylic acid CC1([C@H]([C@@H]1C1=CC(=C(C=C1)S(N)(=O)=O)C)C(=O)O)C